(2S)-ethyl 2-[4-bromo-2-(4-ethoxy-4,5-dihydroisoxazol-3-yl) phenoxy]-3-cyclobutylpropanoate BrC1=CC(=C(O[C@H](C(=O)OCC)CC2CCC2)C=C1)C1=NOCC1OCC